ClC1=CC=C2C(=C1)NC(C21N(C(C=2N=C(N(C21)C(C)C)C=2C=NC(=CC2OC)C2CC2)=O)C=2C(=NC=C(C2)Cl)C)=O 6-chloro-5'-(5-chloro-2-methylpyridin-3-yl)-2'-(6-cyclopropyl-4-methoxypyridin-3-yl)-3'-isopropyl-3'H-spiro[indoline-3,4'-pyrrolo[3,4-d]imidazole]-2,6'(5'H)-dione